C1CN(CCC12CCNCC2)CC2=CC=C(C=C2)C2=CC1=C(N=CN=C1C=1C(=C(C=C(C1)F)NC(C1=C(C=C(C=C1)C(C)(C)O)F)=O)C)N2 N-(3-(6-(4-(3,9-diazaspiro[5.5]undec-3-ylmethyl)phenyl)-7H-pyrrolo[2,3-d]pyrimidin-4-yl)-5-fluoro-2-methylphenyl)-2-fluoro-4-(2-hydroxypropan-2-yl)benzamide